methyl 2-azido-3-(4-chloro-2-cyclopropoxyphenyl)prop-2-enoate N(=[N+]=[N-])C(C(=O)OC)=CC1=C(C=C(C=C1)Cl)OC1CC1